1-[2-[4-[3-[1-(5-chloropyrimidin-2-yl)-4-piperidyl]propoxy]-2,6-difluoro-phenyl]acetyl]-N-[2-hydroxy-1,1-bis(hydroxymethyl)ethyl]azetidine-3-carboxamide ClC=1C=NC(=NC1)N1CCC(CC1)CCCOC1=CC(=C(C(=C1)F)CC(=O)N1CC(C1)C(=O)NC(CO)(CO)CO)F